C(C1=CC=CC=C1)OC=1C=C2C=CC(=CC2=C(C1N1S(NC(C1)=O)(=O)=O)F)OCCC(CNC1=CC=C(C=C1)C1=CC2=C(N(C(N2C)=O)C2C(NC(CC2)=O)=O)C=C1)(C)C 3-[5-[4-[[4-[[6-benzyloxy-8-fluoro-7-(1,1,4-trioxo-1,2,5-thiadiazolidin-2-yl)-2-naphthyl]oxy]-2,2-dimethyl-butyl]amino]phenyl]-3-methyl-2-oxo-benzimidazol-1-yl]piperidine-2,6-dione